(1s,4s)-4-((5-(1-isopropyl-2-methyl-1H-imidazo[4,5-b]pyridin-6-yl)pyrrolo[2,1-f][1,2,4]triazin-2-yl)amino)-1-methylcyclohexan-1-ol C(C)(C)N1C(=NC2=NC=C(C=C21)C=2C=CN1N=C(N=CC12)NC1CCC(CC1)(O)C)C